1,4-dibromoquinoxaline BrN1C=CN(C2=CC=CC=C12)Br